e-vinylene C#C